ClC1=C(C#N)C(=CC=C1)S(=O)(=O)N1C2CN(CC1CC2)C(=O)C2=CN=NN2 2-chloro-6-{[3-(1H-1,2,3-triazol-5-ylcarbonyl)-3,8-diazabicyclo[3.2.1]oct-8-yl]sulfonyl}benzonitrile